5-Fluoro-1,2-phenylenediamine FC=1C=CC(=C(C1)N)N